CC(C(=C)C)=O methyl-isobutenone